7-amino-1-amino-naphthol NC1=CC=C2C=CCC(C2=C1)(O)N